(S)-3-(5-(3,5-difluorophenyl)-3-oxo-6,7-dihydro-3H-pyrrolo[2,1-c][1,2,4]triazol-2(5H)-yl)bicyclo[1.1.1]pentane-1-carboxylic acid FC=1C=C(C=C(C1)F)[C@@H]1CCC2=NN(C(N21)=O)C21CC(C2)(C1)C(=O)O